ClC1=CC(=C2C(=C3N(C2=C1Cl)CC(CC3)O)C=3C=NNC3)OCCCO 3,4-dichloro-1-(3-hydroxypropoxy)-10-(1H-pyrazol-4-yl)-6,7,8,9-tetrahydropyrido[1,2-a]indol-7-ol